ClC=1C(=CC(=NC1)NC(=O)[C@H]1CNCCC1)C=1C=C2C(CNC(C2=CC1)=O)(C)C (R)-N-(5-chloro-4-(4,4-dimethyl-1-oxo-1,2,3,4-tetrahydroisoquinolin-6-yl)pyridin-2-yl)piperidine-3-formamide